C(CCCCCCCCCCCCCCC)N1C(=C(C(C2=C(C=C(C=C12)OCC1=CC=CC=C1)OCC1=CC=CC=C1)=O)OCC1=CC=CC=C1)C1=CC=C(C=C1)OCC1=CC=CC=C1 N-hexadecyl-2-(4-benzyloxyphenyl)-3,5,7-tribenzyloxyquinolin-4-one